(4-methylphenyl)-9,10-bis(2-naphthyl)anthracene CC1=CC=C(C=C1)C1=CC=CC2=C(C3=CC=CC=C3C(=C12)C1=CC2=CC=CC=C2C=C1)C1=CC2=CC=CC=C2C=C1